N-[(1S)-1-[3-(difluoromethoxy)phenyl]-2-hydroxyethyl]propionamide FC(OC=1C=C(C=CC1)[C@@H](CO)NC(CC)=O)F